FC(C1=CC(=C(C=C1)N)N)(F)F 4-(trifluoromethyl)-1,2-phenylenediamine